ClC=1C=CC=C2C(=NNC12)C1=C(C(=O)N)C=CC(=C1)F (7-chloro-1H-indazol-3-yl)-4-fluorobenzamide